F[C@@H]1C[C@@]2(CCCN2C1)COC=1N=C(C2=C(N1)CC1(OC2)CCC2=CC=C(C=C21)O)N2C[C@](CCC2)(C)O 2'-(((2R,7aS)-2-fluorotetrahydro-1H-pyrrolizin-7a(5H)-yl)methoxy)-4'-((R)-3-hydroxy-3-methylpiperidin-1-yl)-2,3,5',8'-tetrahydrospiro[indene-1,7'-pyrano[4,3-d]pyrimidin]-6-ol